tert-Butyl 4-(2-methoxypropan-2-yl)-2,2-dimethyl-1,3-oxazolidine-3-carboxylate COC(C)(C)C1N(C(OC1)(C)C)C(=O)OC(C)(C)C